ClC1=C(C=NN1C1=NN=C(S1)N)F 5-(5-chloro-4-fluoro-1H-pyrazol-1-yl)-1,3,4-thiadiazol-2-amine